C[Si](O[Si](C)(C)C)(O[Si](C)(C)C)O[Si](C)(C)C methyl-tris(trimethylsiloxy)silane